FC(CN1[C@@H](C2=CC=C3C(=C2CC1(C)C)C=NN3)C3=CC=C(C=N3)NC3CN(C3)CCCF)F (S)-6-(7-(2,2-difluoroethyl)-8,8-dimethyl-6,7,8,9-tetrahydro-3H-pyrazolo[4,3-f]isoquinolin-6-yl)-N-(1-(3-fluoropropyl)azetidin-3-yl)pyridin-3-amine